C(C1=CC=CC=C1)N1CC=2C(N(C=3N=CC=CC3C2CC1)CC=1N(C=CN1)C)=O 3-Benzyl-6-((1-methyl-1H-imidazol-2-yl)methyl)-2,3,4,6-tetrahydropyrido[3,4-c][1,8]naphthyridine-5(1H)-one